Dimethyl {2-[4-(fluoromethyl)phenyl]-2-oxoethyl}malonate FCC1=CC=C(C=C1)C(CC(C(=O)OC)C(=O)OC)=O